N-(2-(5-(2-chlorophenyl)-3-phenyl-2-(trifluoromethyl)-2,3-dihydro-1,3,4-oxadiazol-2-yl)phenyl)-4-methylbenzenesulfonamide ClC1=C(C=CC=C1)C1=NN(C(O1)(C(F)(F)F)C1=C(C=CC=C1)NS(=O)(=O)C1=CC=C(C=C1)C)C1=CC=CC=C1